CN(C(CC1=C(C(=O)O)C=CC=C1)(CC)C1=CC=CC=C1)C [2-(dimethylamino)-2-phenylbutyl]benzoic acid